N-methyl-4-(4-phthalimido-butyl)amino-phthalimide CN1C(C=2C(C1=O)=CC(=CC2)NCCCCN2C(C=1C(C2=O)=CC=CC1)=O)=O